(2-(benzyloxy)-4,6-dihydroxyphenyl)(4-((tetrahydrofuran-3-yl)amino)isoindolin-2-yl)methanone C(C1=CC=CC=C1)OC1=C(C(=CC(=C1)O)O)C(=O)N1CC2=CC=CC(=C2C1)NC1COCC1